FC=1C(=C(C=CC1)NC(=S)C=1C(NCCC1O)=O)C N-(3-fluoro-2-methylphenyl)-4-hydroxy-2-oxo-1,2,5,6-tetrahydropyridine-3-thiocarboxamide